(2R,3S,4S,5R)-3-(3,4-difluoro-2-((S)-2-methoxypropoxy)phenyl)-N-(6-(hydroxymethyl)pyridin-3-yl)-4,5-dimethyl-5-(trifluoromethyl)tetrahydrofuran-2-carboxamide FC=1C(=C(C=CC1F)[C@H]1[C@@H](O[C@]([C@H]1C)(C(F)(F)F)C)C(=O)NC=1C=NC(=CC1)CO)OC[C@H](C)OC